BrCC=1C(=CC2=C(NC(O2)=O)C1)Cl 5-(bromomethyl)-6-chloro-3H-1,3-benzoxazol-2-one